Methyl (R)-3-(4,6-Dichloropyrimidin-5-Yl)Butanoate ClC1=NC=NC(=C1[C@@H](CC(=O)OC)C)Cl